C[C@H](CC=O)C[N+](=O)[O-] (3R)-3-methyl-4-nitro-butanal